Ethyl (E)-4-[4-(7-chloro-2-hydroxymethyl-10,11-dihydro-dibenzo[b,f]azepin-5-yl)-butylamino]-but-2-enoate ClC1=CC2=C(CCC3=C(N2CCCCNC/C=C/C(=O)OCC)C=CC(=C3)CO)C=C1